4-(5-Methylthiophen-3-yl)-3,6-dihydropyridine-1(2H)-carboxylic acid benzyl ester C(C1=CC=CC=C1)OC(=O)N1CCC(=CC1)C1=CSC(=C1)C